C(#N)C1=C(C=C(CNC(=O)C2=NN(C=3C(N(CCC32)CC3(CC3)S(=O)(=O)C3CC3)=O)C)C=C1)F N-(4-Cyano-3-fluorobenzyl)-6-((1-(cyclopropylsulfonyl)cyclopropyl)methyl)-1-methyl-7-oxo-4,5,6,7-tetrahydro-1H-pyrazolo[3,4-c]pyridine-3-carboxamide